di(isobutyl) peroxydicarbonate C(=O)(OCC(C)C)OOC(=O)OCC(C)C